C(CC(C)C)O[Ni](OCCC(C)C)(OCCC(C)C)(OCCC(C)C)(OCCC(C)C)(OCCC(C)C)(OCCC(C)C)OCCC(C)C octaisopentyloxynickel